C1(CC1)S(=O)(=O)N1N=CC(=C1)C1=NC=CC(=N1)NC1=CC(=C(C=N1)C1=NC=C(C=C1)CN1CCOCC1)NC(C)C N6'-(2-(1-(Cyclopropylsulfonyl)-1H-pyrazol-4-yl)pyrimidin-4-yl)-N4'-isopropyl-5-(morpholinomethyl)-[2,3'-bipyridine]-4',6'-diamine